C(C1=CN=CC=C1)O nicotinyl alcohol